2-(dimethylamino)ethyl (S)-6-diazo-2-((R)-2-methoxypropanamido)-5-oxohexanoate [N+](=[N-])=CC(CC[C@@H](C(=O)OCCN(C)C)NC([C@@H](C)OC)=O)=O